tert-Butyl (S)-4-(2,7-dichloro-8-fluoropyrido[4,3-d]pyrimidin-4-yl)-3-methylpiperazine-1-carboxylate ClC=1N=C(C2=C(N1)C(=C(N=C2)Cl)F)N2[C@H](CN(CC2)C(=O)OC(C)(C)C)C